N3-[5-[(3,5-difluorophenyl)methyl]-1H-indazol-3-yl]-N1-[6-[4-[4-[(2,6-dioxo-3-piperidyl)amino]phenyl]piperazin-1-yl]hexyl]-4-(tetrahydropyran-4-ylamino)benzene-1,3-dicarboxamide FC=1C=C(C=C(C1)F)CC=1C=C2C(=NNC2=CC1)NC(=O)C=1C=C(C=CC1NC1CCOCC1)C(=O)NCCCCCCN1CCN(CC1)C1=CC=C(C=C1)NC1C(NC(CC1)=O)=O